2-{3-[(1R)-1-{[6-(1-acetyl-4-oxo-1,4lambda5-azaphosphinan-4-yl)-2-methylpyrido[3,4-d]pyrimidin-4-yl]amino}ethyl]-2-fluorophenyl}-2,2-difluoro-N,N-dimethylacetamide C(C)(=O)N1CCP(CC1)(=O)C1=CC2=C(N=C(N=C2N[C@H](C)C=2C(=C(C=CC2)C(C(=O)N(C)C)(F)F)F)C)C=N1